2-methyl-4-(2,2,3-trimethyl-3-cyclopenten-1-yl)-4-penten-1-ol CC(CO)CC(=C)C1C(C(=CC1)C)(C)C